ClC=1C=C(C#N)C=C(C1N1N=CC=2C=NC(=CC21)NC2=NC=NC(=C2)C(F)(F)F)F 3-chloro-5-fluoro-4-(6-((6-(trifluoromethyl)pyrimidin-4-yl)amino)-1H-pyrazolo[4,3-c]pyridin-1-yl)benzonitrile